C(C)(C)(C)OC(=O)N[C@H]1[C@@H](CCC1)C(=O)O (1R,2R)-2-((tert-butoxycarbonyl)amino)cyclopentanecarboxylic acid